SC(CN)C 2-sulfhydryl-propylamine